FC=1C=C(C=CC1OC(F)(F)F)[C@@H](C1=NC=CC=C1F)NC(=O)C1=NC=C(C(=O)O)C=C1 (S)-6-(((3-fluoro-4-(trifluoromethoxy)phenyl)(3-fluoropyridin-2-yl)methyl)carbamoyl)nicotinic acid